CN1C(=CC(=C1)NC(=O)C=1N(C=C(N1)NC(CCNC(=O)C=1N(C=C(C1)NC(=O)C=1N(C=CN1)C)C)=O)C)C(=O)NCC1(CC1)CC(=O)O {1-[({1-methyl-4-[1-methyl-4-(3-{[1-methyl-4-(1-methylimidazole-2-amido)pyrrol-2-yl]formamido}propanamido)imidazole-2-amido]pyrrol-2-yl}formamido)methyl]cyclopropyl}acetic acid